ClC1=C(C=CC(=C1)C#N)C=1C=CC(=C2C=CC=NC12)C[C@@H](C(=O)O)NC(C1=C(C=CC=C1OC)F)=O (S)-3-(8-(2-chloro-4-cyanophenyl)quinolin-5-yl)-2-(2-fluoro-6-methoxybenzoylamino)propionic acid